C(C)N([S@](=O)C(C)(C)C)[C@H](C)C1=NC=C(C(=C1)C=1OC=CC(C1)=O)OC (R)-N-ethyl-N-((R)-1-(5-methoxy-4-(4-oxo-4H-pyran-2-yl)pyridin-2-yl)ethyl)-2-methylpropane-2-sulfinamide